C(CCCCCCCCCCCCCCCCCCCCC)OC(CC)=O.ClC=1C(=NC=CC1)OC[C@@H]1NCC(C1)(C)C 3-chloro-2-[[(2R)-4,4-dimethylpyrrolidin-2-yl]methoxy]pyridine docosanyl-propanoate